1-(7-bromo-6-fluoroquinazolin-2-yl)-3-(3-hydroxyadamantan-1-yl)urea BrC1=C(C=C2C=NC(=NC2=C1)NC(=O)NC12CC3(CC(CC(C1)C3)C2)O)F